ClC=1C(=C(C=CC1OC(F)F)NC=1C2=C(N=CN1)C=CC(=N2)N2CCNC1(CC1)C2)F N-[3-chloro-4-(difluoromethoxy)-2-fluoro-phenyl]-6-(4,7-diazaspiro[2.5]octan-7-yl)pyrido[3,2-d]pyrimidin-4-amine